[Cu].ClCC=1C=C2CC(NC2=CC1)=O 5-(chloromethyl)indolin-2-one copper